1-(3-((4-((5-(5-chloro-1-((3S,4S)-3-fluoro-1-(oxetan-3-yl)piperidin-4-yl)-1H-pyrazol-4-yl)-2-methoxyphenyl)amino)-7-methoxy-quinazolin-6-yl)oxy)azetidin-1-yl)prop-2-en-1-one ClC1=C(C=NN1[C@@H]1[C@H](CN(CC1)C1COC1)F)C=1C=CC(=C(C1)NC1=NC=NC2=CC(=C(C=C12)OC1CN(C1)C(C=C)=O)OC)OC